C(CCCCCCCCCCCCCCCCC)(=O)[O-].CC(C[NH-])(N)C dimethyl-aminoethylamide stearate